methyl 2,5-bis[[4-[2-[4-(6-hydroxyhexoxy)phenyl]ethynyl]-benzoyl]oxy]benzoate OCCCCCCOC1=CC=C(C=C1)C#CC1=CC=C(C(=O)OC2=C(C(=O)OC)C=C(C=C2)OC(C2=CC=C(C=C2)C#CC2=CC=C(C=C2)OCCCCCCO)=O)C=C1